4-(5-chloro-6-(2-chloroethoxy)-7-cyano-1,2,3,4-tetrahydronaphthalen-1-yl)phenylcarbamate ClC1=C2CCCC(C2=CC(=C1OCCCl)C#N)C1=CC=C(C=C1)NC([O-])=O